(S)-N-((R)-1-(2-chloropyridin-4-yl)ethyl)-N-ethyl-2-methylpropan-2-sulfinamide ClC1=NC=CC(=C1)[C@@H](C)N([S@@](=O)C(C)(C)C)CC